Cl.Cl.CN(C1(CNC1)C)C N,N,3-trimethylazetidin-3-amine dihydrochloride